1,3-bis(pyridin-2-yl)-5-(4-toluenesulfonylphenyl)benzene N1=C(C=CC=C1)C1=CC(=CC(=C1)C1=CC=C(C=C1)S(=O)(=O)CC1=CC=CC=C1)C1=NC=CC=C1